BrC=1C=C(C(=NC1)C)O 5-Bromo-2-methylpyridin-3-ol